8-(4-Chloro-2-fluorophenyl)-9-(4-(fluoro(1-(3-fluoropropyl)azetidin-3-yl)methyl)phenyl)-6,7-dihydro-5H-benzo[7]annulen ClC1=CC(=C(C=C1)C=1CCCC2=C(C1C1=CC=C(C=C1)C(C1CN(C1)CCCF)F)C=CC=C2)F